FC1=CC=C(C=C1)C(=O)C1=CNC=2N=C(N=C(C21)NCCN2CCCC2)NC2=CC=C(C=C2)N2CCN(CC2)C (4-fluorophenyl)(2-((4-(4-methylpiperazin-1-yl)phenyl)amino)-4-((2-(pyrrolidin-1-yl)ethyl)amino)-7H-pyrrolo[2,3-d]pyrimidin-5-yl)methanone